C12(CC3CC(CC(C1)C3)C2)N(CCCCCCCCC2=C3CN(C(C3=CC=C2)=O)C2C(NC(CC2)=O)=O)C 3-(4-(8-((adamantan-1-yl)(methyl)amino)octyl)-1-oxoisoindolin-2-yl)piperidine-2,6-dione